Rac-2-((4-ethyl-6-methyl-2-(trifluoromethyl)pyrimidin-5-yl)sulfonyl)-6-((tetrahydrofuran-3-yl)methyl)-2,6-diazaspiro[3.3]heptane C(C)C1=NC(=NC(=C1S(=O)(=O)N1CC2(C1)CN(C2)C[C@@H]2COCC2)C)C(F)(F)F |r|